tert-butyl[(2S)-2-aminopropyl]carbamate C(C)(C)(C)OC(NC[C@H](C)N)=O